(1s,4s)-4-(7-hydroxy-5-methyl-2-oxo-1,2-dihydroquinazolin-3(4H)-yl)-N-(3-methoxy-4-methylphenyl)cyclohexanecarboxamide OC1=CC(=C2CN(C(NC2=C1)=O)C1CCC(CC1)C(=O)NC1=CC(=C(C=C1)C)OC)C